FC(C(=O)N1C(CN(CC1)C1=NC(=NC=2CC(CCC12)C1=CC=CC2=CC=CC=C12)OC[C@H]1N(CCC1)C)CC#N)=C 2-[1-(2-fluoroprop-2-enoyl)-4-[2-[[(2S)-1-methylpyrrolidin-2-yl]methoxy]-7-(1-naphthyl)-5,6,7,8-tetrahydroquinazolin-4-yl]piperazin-2-yl]acetonitrile